N(=[N+]=[N-])CC1=NNC(=C1)C(=O)O 3-(Azidomethyl)-1H-pyrazole-5-carboxylic acid